N-cyclopropyl-4-((3,4-dioxo-2-((2,6,6-trimethyl-4,5,6,7-tetrahydrobenzofuran-7-yl)amino)cyclobut-1-en-1-yl)amino)-3-hydroxy-N-methylpicolinamide C1(CC1)N(C(C1=NC=CC(=C1O)NC1=C(C(C1=O)=O)NC1C(CCC=2C=C(OC21)C)(C)C)=O)C